N-(3-(methylsulfonamido)phenyl)-1-(pyrimidin-2-yl)-1H-pyrazole-4-carboxamide CS(=O)(=O)NC=1C=C(C=CC1)NC(=O)C=1C=NN(C1)C1=NC=CC=N1